C(C(=C)C)(=O)OCCNC(C=C)=O N-methacryloyloxyethylacrylamide